N1=CN=C(C2=C1NC=C2)C=2C=NN(C2)C(CC(=O)OCC)C ethyl 3-[4-(7H-pyrrolo[2,3-d]-pyrimidin-4-yl)-1H-pyrazol-1-yl]-butanoate